CC=1C=C(N)C=CC1B1OC(C(O1)(C)C)(C)C 3-Methyl-4-(4,4,5,5-tetramethyl-1,3,2-dioxaborolan-2-yl)aniline